CC(=O)NC1=NC=CC=N1 N-(pyrimidin-2-yl)acetamide